The molecule is a carboxylic ester that is the resulting from the formal condensation of the carboxy group of 2-(4-{[3-chloro-5-(trifluoromethyl)pyridin-2-yl]oxy}phenoxy)propanoic acid with the hydroxy group of 2-ethoxyethanol. It is an aromatic ether, an organochlorine compound, an organofluorine compound, a member of pyridines and a carboxylic ester. It derives from a 2-(4-{[3-chloro-5-(trifluoromethyl)pyridin-2-yl]oxy}phenoxy)propanoic acid and a 2-ethoxyethanol. CCOCCOC(=O)C(C)OC1=CC=C(C=C1)OC2=C(C=C(C=N2)C(F)(F)F)Cl